4-(1,2,3,4-tetrahydroisoquinolin-5-yl)-6,7,8,9-tetrahydro-5H-pyrido[3,4-b]Indole-1-carboxamide hydrochloride Cl.C1NCCC2=C(C=CC=C12)C1=CN=C(C=2NC=3CCCCC3C21)C(=O)N